decyl-propyl-trimethyl-ammonium chloride [Cl-].C(CCCCCCCCC)C[N+](C)(C)CCC